5-{[3-(5-{[(oxan-4-yl)amino]methyl}-1-(2,2,2-trifluoroethyl)-1H-indol-2-yl)prop-2-yn-1-yl]amino}-N-phenylpyridine-2-carboxamide O1CCC(CC1)NCC=1C=C2C=C(N(C2=CC1)CC(F)(F)F)C#CCNC=1C=CC(=NC1)C(=O)NC1=CC=CC=C1